[Sb]([O-])([O-])([O-])=O.C(C)(C)C1=C(C(=CC=C1)C(C)C)N1C(N(C=C1)C1=C(C=CC=C1C(C)C)C(C)C)=[Au+3] 1,3-bis(2,6-diisopropylphenyl)imidazol-2-ylidenegold antimonate